OCC=1C=C(C=2N(C1)C=CN2)C(=O)OC methyl 6-(hydroxymethyl)imidazo[1,2-a]pyridine-8-carboxylate